[O-2].[La+3].[Y+3].[Zr+4].[Ce+3] cerium-zirconium-yttrium lanthanum oxide